BrC=1C=C2C(=CNC2=CC1)/C=C/C(=O)NC1=CC(=CC=C1)F (E)-3-(5-bromo-1H-indol-3-yl)-N-(3-fluorophenyl)acrylamide